2-(3,8-diazabicyclo[3.2.1]octan-3-yl)-7-(thiazol-2-yl)-4-(trifluoromethyl)benzo[d]oxazole C12CN(CC(CC1)N2)C=2OC1=C(N2)C(=CC=C1C=1SC=CN1)C(F)(F)F